ClC1=NC=C2C=C(C=NC2=C1)C=1C(=CC(=NC1)C(CCC)=O)C 1-[5-(7-chloro-1,6-naphthyridin-3-yl)-4-methylpyridin-2-yl]butan-1-one